4-((4-amino-2-(pyrazin-2-yl)-1H-imidazo[4,5-c]Quinolin-1-yl)methyl)benzylcarbamic acid 2-methylacrylamidoethyl ester CC(C(=O)NCCOC(NCC1=CC=C(C=C1)CN1C(=NC=2C(=NC=3C=CC=CC3C21)N)C2=NC=CN=C2)=O)=C